1,1,2,2-tetramethoxyethane COC(C(OC)OC)OC